(Z)-6-chloro-5-methyl-2-(2-methylhydrazineylidene)-2,3,4,5-tetrahydro-1H-pyrido[3,4-b][1,4]diazepine ClC1=NC=CC2=C1N(CC/C(/N2)=N/NC)C